Cl.Cl.C1(CCCCC1)(N)N cyclohexanediamine, dihydrochloride